1,1-bis(4-thiophenyl)-3,3,5-trimethylcyclohexane S1C=CC(=C1)C1(CC(CC(C1)C)(C)C)C=1C=CSC1